ClC=1C2=CN(N=C2C=CC1C1=CNC=2N=C(N(C(C21)=O)C)N2[C@H]1CC[C@@H](C2)[C@@H]1NC)C |r| Rac-5-(4-chloro-2-methyl-2H-indazol-5-yl)-3-methyl-2-((1S,4S,7S)-7-(methylamino)-2-azabicyclo[2.2.1]heptan-2-yl)-3,7-dihydro-4H-pyrrolo[2,3-d]pyrimidin-4-one